hexamethyl-disilazane PyroPhosphate OP(O)(=O)OP(=O)(O)O.C[Si](N[Si](C)(C)C)(C)C